COC1=CC=C(C=N1)C(C(=O)OC)(C)C methyl 2-(6-methoxy-3-pyridyl)-2-methyl-propanoate